O[C@H]1CN(CCC1)C1=CC=CC(=N1)NC(C1=C(C=C(C=C1)CS(=O)(=O)C)N1CCC2(CC2)CC1)=O (R)-N-(6-(3-hydroxypiperidin-1-yl)pyridin-2-yl)-4-((methylsulfonyl)methyl)-2-(6-azaspiro[2.5]octan-6-yl)benzamide